N1[C@@H](CCCC1)CCO (S)-2-(2-piperidinyl)ethanol